4-(5-chloropyridin-2-yl)-2-(4-methoxycarbonylphenyl)piperazine ClC=1C=CC(=NC1)N1CC(NCC1)C1=CC=C(C=C1)C(=O)OC